3-(4-(2,3-dichloro-6-hydroxyphenyl)-2-oxopyrrolidin-1-yl)propylthioamide ClC1=C(C(=CC=C1Cl)O)C1CC(N(C1)CCCS[NH-])=O